[N+](=O)([O-])C1=C(C=CC2=CC=CC=C12)C=O 1-nitro-2-naphthaldehyde